C1(CC1)=C1CCC(CC1)C(=O)OC(C)(C)C 2-methylpropan-2-yl 4-cyclopropylidenecyclohexane-1-carboxylate